COC(=O)N1C[C@@H](OCC1)CC1=C(N=C2N1C=C(C(=C2)Cl)F)C2=C(C=C(C=C2F)S(=O)(=O)Cl)F (S)-2-((7-chloro-2-(4-(chlorosulfonyl)-2,6-difluorophenyl)-6-fluoroimidazo[1,2-a]pyridin-3-yl)methyl)morpholine-4-carboxylic acid methyl ester